C(CCCCCCC)C1(C2=CC(=CC=C2C=2C=CC(=CC12)B(O)O)B(O)O)CCCCCCCC.C(CCO)O.C(CCO)O di(1,3-propanediol) 9,9-dioctylfluorene-2,7-diboronate